2H-Benzocyclohepten-2-one C=1C(C=CC=2C1C=CC=CC2)=O